COC=1C(=CC2=C(N=C(S2)NC(C(C2=C(C=CC=C2)S(=O)(=O)CC2=CC=CC=C2)OC2=CC=C(C=C2)C#N)=O)C1)OC N-(5,6-dimethoxybenzothiazol-2-yl)-2-(4-cyanophenoxy)-2-{2-[benzylsulfonyl]phenyl}acetamide